NC1=C2C(=NC=N1)N(N=C2C2=CC=C(C=C2)OC2=CC=CC=C2)C2CCN(CC2)C(CCSC2=C1C(N(C(C1=CC=C2)=O)C2C(NC(CC2)=O)=O)=O)=O 4-((3-(4-(4-amino-3-(4-phenoxyphenyl)-1H-pyrazolo[3,4-d]pyrimidin-1-yl)piperidin-1-yl)-3-oxopropyl)thio)-2-(2,6-dioxopiperidin-3-yl)isoindoline-1,3-dione